Tert-butyl 5-bromo-6-fluoro-3-oxo-3,4-dihydroquinoxaline-1(2H)-carboxylate BrC1=C2NC(CN(C2=CC=C1F)C(=O)OC(C)(C)C)=O